N1=CC=C2N1C=CCC=N2 6H-pyrazolo[1,5-a][1,3]diazepin